FC1=C(CN2C(C3=NC=C(C=C3C2=O)OC([2H])([2H])[2H])([2H])[2H])C=CC(=C1)C=1C2=CN(N=C2C(=CC1)OC)C 6-(2-fluoro-4-(7-methoxy-2-methyl-2H-indazol-4-yl)benzyl)-3-(methoxy-d3)-6,7-dihydro-5H-pyrrolo[3,4-b]pyridin-5-one-7,7-d2